N,N-diheptyl-monoethyl-amine C(CCCCCC)N(CCCCCCC)CC